NC1=NC=NN2C1=C(C(=C2)C2=CC=C(C=C2)NC(C(=C)C)=O)C2=CC=C(C(=O)NC1CCC1)C=C2 4-(4-amino-6-(4-methacrylamidophenyl)pyrrolo[2,1-f][1,2,4]triazin-5-yl)-N-cyclobutylbenzamide